1-(4-((4-amino-7-isopropyl-5-(2-phenoxypyrimidin-5-yl)-7H-pyrrolo[2,3-d]pyrimidin-6-yl)eth-ynyl)piperidin-1-yl)prop-2-en-1-one NC=1C2=C(N=CN1)N(C(=C2C=2C=NC(=NC2)OC2=CC=CC=C2)C#CC2CCN(CC2)C(C=C)=O)C(C)C